C(#N)[C@H]1N(CCC1)C(=O)N(C(C(=O)NC1CCC(CC1)(F)F)C=1C=NC=CC1C(F)(F)F)C1=C(C=C(C=C1)C1CC1)F (2S)-2-cyano-N-(4-cyclopropyl-2-fluoro-phenyl)-N-[2-[(4,4-difluorocyclohexyl)amino]-2-oxo-1-[4-(trifluoromethyl)-3-pyridyl]ethyl]pyrrolidine-1-carboxamide